N1=C(C=CC=C1)C1=NN2C=NC3=C(C2=N1)C=CN3 2-(pyridin-2-yl)-7H-pyrrolo[3,2-e][1,2,4]Triazolo[1,5-c]Pyrimidine